C(C)(C)[C@]1(O)[C@@H]([C@@H](OC(C)=O)[C@@H](OC(C)=O)[C@H](O1)COC(C)=O)NC(C(F)(F)F)=O isopropyl-2-deoxy-2-trifluoroacetylamino-3,4,6-tri-O-acetyl-β-D-galactopyranose